C(C)(CC)NCCCCCCCN N-(sec-butyl)heptane-1,7-diamine